ClC=1C(=NC(=NC1)NC1=C(C=C(C(=C1)C)C1CCN(CC1)C1CCOCC1)F)NC1=NNC(=C1)C 5-chloro-N2-(2-fluoro-5-methyl-4-(1-(tetrahydro-2H-pyran-4-yl)piperidin-4-yl)phenyl)-N4-(5-methyl-1H-pyrazole-3-Yl)pyrimidine-2,4-diamine